C(#N)C1=C2C=C(N=C(C2=CC=C1)C(=O)N[C@@H]1CC[C@H](CC1)N1CC(CC1)(F)F)N1C=NC=C1 5-cyano-3-(imidazol-1-yl)-N-[(trans)-4-(3,3-difluoropyrrolidin-1-yl)cyclohexyl]isoquinoline-1-carboxamide